COC(=O)[C@H]1N(C[C@H](C1)N)C(=O)OC(C)(C)C (2S,4S)-4-aminopyrrolidine-1,2-dicarboxylic acid 1-(tert-butyl) ester 2-methyl ester